[Sm].[Eu].[Nd] Neodymium europium samarium